ClC1=CC=C(C(=N1)C(=O)O)NC(C)C1=CC(=CC=2C=3N(C(=NC12)N1CCC(CC1)(F)F)C=C(N3)OC)C 6-chloro-3-((1-(5-(4,4-difluoropiperidin-1-yl)-2-methoxy-9-methylimidazo[1,2-c]quinazolin-7-yl)ethyl)amino)picolinic acid